2-chloropyridine-3-carbaldehyde ClC1=NC=CC=C1C=O